5-(allyloxy)-1H-pyrrolo[2,3-b]pyridine-3-carbaldehyde C(C=C)OC=1C=C2C(=NC1)NC=C2C=O